OC1(COC1)C1=CC(=C(C=C1)C(=O)N1CCC(CC1)OC1=CC=C(C=C1)C(F)(F)F)N1CCNCC1 (4-(3-hydroxyoxetan-3-yl)-2-(piperazin-1-yl)phenyl)(4-(4-(trifluoromethyl)phenoxy)piperidin-1-yl)methanone